BrC=1C(=C(C=CC1)C1=CC=C(C(=N1)OC)CN1CC(C1)(C(=O)N)C)Cl 1-((6-(3-bromo-2-chlorophenyl)-2-methoxypyridin-3-yl)methyl)-3-methylazetidine-3-carboxamide